N-[3-chloro-4-(2-piperazin-1-ylethylcarbamoyl)phenyl]-5-[4-(cyanomethoxy)-2,3-difluoro-phenyl]-1-methyl-imidazole-2-carboxamide ClC=1C=C(C=CC1C(NCCN1CCNCC1)=O)NC(=O)C=1N(C(=CN1)C1=C(C(=C(C=C1)OCC#N)F)F)C